FC1=C(OCC2=NN(C3=CC=CC=C23)C)C=C(C=C1)C=1CCNCC1 ((2-fluoro-5-(1,2,3,6-tetrahydropyridin-4-yl)phenoxy)methyl)-1-methyl-1H-indazole